P(=O)(O)(O)O.C(C)(C)(C)C1=CC=CC=C1.C(C)(C)(C)C1=CC=CC=C1 bis(4-tert-butyl-benzene) phosphate